2-(4-chloro-2-fluorophenyl)oxetan ClC1=CC(=C(C=C1)C1OCC1)F